6-(4-fluorophenyl)-5-((1-isopropyl-1H-pyrazol-3-yl)methoxy)isoindolin-1-one FC1=CC=C(C=C1)C1=C(C=C2CNC(C2=C1)=O)OCC1=NN(C=C1)C(C)C